ClC1=CC=C(C(=O)C2=CC=C(OC(C(=O)OC(C(=O)OC)(C)C)(C)C)C=C2)C=C1 1-methoxy-2-methyl-1-oxo-propane-2-yl 2-(4-(4-chlorobenzoyl) phenoxy)-2-methylpropionate